C(#N)C1=CC(=CC2=C1SC(=C2)C=2SC(=C(N2)C)C(=O)O)OCC2CC2 2-(7-cyano-5-(cyclopropylmethoxy)benzo[b]thiophen-2-yl)-4-methylthiazole-5-carboxylic acid